S(=O)(=O)(O)C1CC(=O)O1 3-sulfopropiolactone